methyl (E)-4-methoxy-6-styrylpyridazine-3-carboxylate COC1=C(N=NC(=C1)\C=C\C1=CC=CC=C1)C(=O)OC